C(C1=CC=CC=C1)C1NC(CC12CCN(CC2)C=2C=CN(C=CC2)C2=NC(=NO2)C)=O 1-benzyl-8-(1-(3-methyl-1,2,4-oxadiazol-5-yl)azepin-4-yl)-2,8-diazaspiro[4.5]decan-3-one